[N+]=1(C(=CC=CC1)S)[O-].[Na] sodium 2-pyridinethiol-1-oxide